N-(2-acetyl-6-nitroisoindolin-5-yl)acetamide C(C)(=O)N1CC2=CC(=C(C=C2C1)NC(C)=O)[N+](=O)[O-]